NC1=NNC(=C1)[C@@H]1C[C@@H](CC1)OC(=O)N1C(CC1)(C)C.FC(C(C)OC(C=C)=O)(F)F.C(=C)NP(=O)(NC=C)NC=C trivinyl-phosphoramide 2,2,2-trifluoro-1-methylethyl-acrylate (1R,3S)-3-(3-amino-1H-pyrazol-5-yl)cyclopentyl-2,2-dimethylazetidine-1-carboxylate